5-(5-(2,2-Dimethyl-4-(methyl-sulfonyl)piperazin-1-yl)-1H-indazol-1-yl)-2,3-difluoro-phenol CC1(N(CCN(C1)S(=O)(=O)C)C=1C=C2C=NN(C2=CC1)C=1C=C(C(=C(C1)O)F)F)C